FC(C(=O)O)(F)F.N1CCC(CC1)C(C)N1N=CC(=C1)NC(=O)C=1SC(=NN1)C1=NC=CN=C1 (1-(1-(piperidin-4-yl)ethyl)-1H-pyrazol-4-yl)-5-(pyrazin-2-yl)-1,3,4-thiadiazole-2-carboxamide trifluoroacetate